C1(=CC=CC=C1)P(C1=CC=CC=C1)(C1=CC=CC=C1)[Pd-4](P(C1=CC=CC=C1)(C1=CC=CC=C1)C1=CC=CC=C1)(=O)=O bis(triphenylphosphino)palladium(II) dioxide